2-(2'-hydroxy-3',5'-Di-tert-pentylphenyl)benzotriazole OC1=C(C=C(C=C1C(C)(C)CC)C(C)(C)CC)N1N=C2C(=N1)C=CC=C2